C(C)N1C(CC[C@@]2(C3C(CCC12)C1CC[C@@H]([C@]1(C[C@]3([2H])O)C)C(C)([2H])O)C)=O (4aR,5S,6aS,7S)-1-ethyl-5-hydroxy-7-(1-hydroxyethyl-1-d)-4a,6a-dimethylhexadeca-hydro-2H-indeno[5,4-f]quinolin-2-one-5-d